sodium stearoyl-glutamate salt C(CCCCCCCCCCCCCCCCC)(=O)N[C@@H](CCC(=O)[O-])C(=O)[O-].[Na+].[Na+]